FC(C(=O)O)(F)F.C1N(CC12CNC2)C2=CC=C(C=C2)C2=CC(=C1CN(C(C1=C2)=O)C(C(=O)NC=2SC=CN2)C2=C1N(C=N2)C[C@@H](C1)F)F 2-[6-[4-(2,6-diazaspiro[3.3]heptan-2-yl)phenyl]-4-fluoro-1-oxo-isoindolin-2-yl]-2-[(6R)-6-fluoro-6,7-dihydro-5H-pyrrolo[1,2-c]imidazol-1-yl]-N-thiazol-2-yl-acetamide trifluoroacetate